ClC1=NC(=C2C(=N1)N(N=C2)[C@H]2[C@@H]([C@@H]([C@H](O2)COCP(O)(O)=O)O)O)NCC2=C(C(=CC=C2)Cl)Cl ((((2R,3S,4R,5R)-5-(6-chloro-4-((2,3-dichlorobenzyl)amino)-1H-pyrazolo[3,4-d]pyrimidin-1-yl)-3,4-dihydroxytetrahydrofuran-2-yl)methoxy)methyl)phosphonic acid